C(C1=CC=CC=C1)OC1=C(C=C2C(=NC(=NC2=C1)C)N[C@H](C)C1=CC(=CC(=C1)C(F)(F)F)[N+](=O)[O-])OC (R)-7-(benzyloxy)-6-methoxy-2-methyl-N-(1-(3-nitro-5-(trifluoromethyl)phenyl)ethyl)quinazolin-4-amine